C(C)(C)(C)C1=CN(C=2C1=NC(=CC2)C(=O)N2CCCCC2)C2=CC(=C(C=C2)Cl)F 1-(3-(tert-butyl)-1-(4-chloro-3-fluorophenyl)-1H-pyrrolo[3,2-b]pyridine-5-carbonyl)piperidin